N1=C(SC2=C1C=1CCOC1C=C2)N2C(NC[C@H]2C#CCOC)=O |r| (RS)-1-(7,8-dihydrobenzofuro[4,5-d]thiazol-2-yl)-5-(3-methoxyprop-1-yn-1-yl)imidazolidin-2-one